Cl.N1(CCC(CC1)N1CCN(CC1)C1=CC2=C(N(C(N2C)=O)C2C(NC(CC2)=O)=O)C=C1)C1CCNCC1 3-[5-(4-{[1,4'-Bipiperidin]-4-yl}piperazin-1-yl)-3-methyl-2-oxo-1,3-benzodiazol-1-yl]piperidine-2,6-dione hydrochloride